C1(CC1)OC1=NN(C=C1NC=1N=CC2=C(N1)N(C(=C2)C#N)[C@H](COC)C)C2CCC(CC2)(C)O trans-2-((3-cyclopropoxy-1-(4-hydroxy-4-methylcyclohexyl)-1H-pyrazol-4-yl)amino)-7-((S)-1-methoxypropan-2-yl)-7H-pyrrolo[2,3-d]pyrimidine-6-carbonitrile